C(C)(C)C1=C(NC2=CC=C(C=C12)C1CCN(CC1)C(CN1CCOCC1)=O)C=1C2=C(C(N(C1)C)=O)CCC2 4-(3-isopropyl-5-(1-(2-morpholinoacetyl)piperidin-4-yl)-1H-indol-2-yl)-2-methyl-2,5,6,7-tetrahydro-1H-cyclopenta[c]pyridin-1-one